4-(((1S,2R)-2-(6-(2,4-dioxo-1,2,3,4-tetrahydropyrimidin-5-yl)imidazo[1,2-b]pyridazin-8-yl)cyclopropyl)methyl)benzonitrile O=C1NC=C(C(N1)=O)C=1C=C(C=2N(N1)C=CN2)[C@H]2[C@@H](C2)CC2=CC=C(C#N)C=C2